C(C)(C)(C)OC1=CC=C(NCC2CN(C2)C(=O)OC(C)(C)C)C=C1 tert-butyl 3-[(4-tert-butoxyanilino)methyl]azetidine-1-carboxylate